4-(3-(Methylamino)pyrrolidin-1-yl)-N-(2-phenoxyethyl)-1H-benzo[d]imidazole-1-carboxamide CNC1CN(CC1)C1=CC=CC=2N(C=NC21)C(=O)NCCOC2=CC=CC=C2